N1(N=CC=C1)C1=CC=C(CN2N=CC3=C(C=CC(=C23)C(=O)NC2CC3(CCC3)C2)Cl)C=C1 (Ra)-6-(1-(4-(1H-pyrazol-1-yl)benzyl)-4-chloro-1H-indazole-7-carboxamido)spiro[3.3]heptane